3-methyl-1-[4-(trifluoromethyl)phenyl]indole-5-carboxylic acid CC1=CN(C2=CC=C(C=C12)C(=O)O)C1=CC=C(C=C1)C(F)(F)F